(E)-3-(((2-cyanobenzo[d]thiazol-6-yl)oxy)methyl)-7-(6-(4-((4-(dimethylamino)phenyl)diazenyl)benzamido)hexanamido)-8-oxo-5-thia-1-azabicyclo[4.2.0]oct-2-ene-2-carboxylic acid 5-oxide C(#N)C=1SC2=C(N1)C=CC(=C2)OCC2=C(N1C(C(C1S(C2)=O)NC(CCCCCNC(C2=CC=C(C=C2)\N=N\C2=CC=C(C=C2)N(C)C)=O)=O)=O)C(=O)O